3-(3-((5-chloro-2-((2-ethyl-4-(4-methylpiperazin-1-yl)phenyl)amino)pyrimidin-4-yl)amino)propyl)-1,3-oxazinan-2-one ClC=1C(=NC(=NC1)NC1=C(C=C(C=C1)N1CCN(CC1)C)CC)NCCCN1C(OCCC1)=O